N1=CC(=CC(=C1)C1=C(C=C(C=C1)N1C(CCC1)=O)C)C1=CC=NC=C1 1-(4-([3,4'-bipyridyl]-5-yl)-3-methylphenyl)pyrrolidin-2-one